C(C)(C)(C)NS(=O)(=O)C=1C=C(C=CC1)NC(C1=C(N=C(C=C1)N1C(OCC1(C)C)=O)N1CCC2(CC2)CC1)=O N-(3-(N-(tert-butyl)sulfamoyl)phenyl)-6-(4,4-dimethyl-2-oxooxazolidin-3-yl)-2-(6-azaspiro[2.5]octan-6-yl)nicotinamide